C(C)(C)(C)OC(=O)N1C[C@H]([C@@H](CC1)NC1=NC=C(C(=N1)C=1C=C(C2=C(N(C(=N2)C)C(C)C)C1)F)F)O (3R,4R)-4-({5-fluoro-4-[4-fluoro-2-methyl-1-(propan-2-yl)-1H-benzimidazol-6-yl]pyrimidin-2-yl}amino)-3-hydroxypiperidine-1-carboxylic acid tert-butyl ester